C(C=C)C=1C(=CC(=C2CN(C(C12)=O)CCC1=CC=CC=C1)OC)O 7-allyl-6-hydroxy-4-methoxy-2-phenethylisoindolin-1-one